[Cu](Cl)Cl.COC1=CC=C(C=C1)C1=NC2=C3N=C(C=CC3=CC=C2C=C1)C1=CC=C(C=C1)OC 2,9-bis(4-methoxyphenyl)-1,10-phenanthroline copper chloride